C12C=C(CC2C1)C1=C(N=CN1CC1=CC2=C(N(C(N2C)=O)C)C=C1)C1CC1 5-[[5-(3-bicyclo[3.1.0]hex-2-enyl)-4-cyclopropyl-imidazol-1-yl]methyl]-1,3-dimethyl-benzimidazol-2-one